O=C1NC(CCC1N1C(N(C2=C1C=CC=C2C2CCN(CC2)C(CCCNC([O-])=O)=O)C)=O)=O [4-[4-[1-(2,6-dioxo-3-piperidyl)-3-methyl-2-oxo-benzimidazol-4-yl]-1-piperidyl]-4-oxo-butyl]carbamate